Methyl-(1S,3S)-3-aminocyclopentancarboxylat Hydrochlorid Cl.COC(=O)[C@@H]1C[C@H](CC1)N